4-(6-fluoropyridin-3-yl)-6-hydroxypyrazolo[1,5-a]pyridine-3-carbonitrile FC1=CC=C(C=N1)C=1C=2N(C=C(C1)O)N=CC2C#N